4-((6-((6-Chloro-4-methylpyridin-3-yl)amino)-4-methylpyridin-3-yl)amino)-N-(4-(4-isopropylpiperazin-1-yl)phenyl)-2-oxo-1,2-dihydropyridine-3-carboxamide ClC1=CC(=C(C=N1)NC1=CC(=C(C=N1)NC1=C(C(NC=C1)=O)C(=O)NC1=CC=C(C=C1)N1CCN(CC1)C(C)C)C)C